methyl (S)-3-bromo-4-(((1-hydroxy-3-methoxypropan-2-yl)amino)methyl)benzoate BrC=1C=C(C(=O)OC)C=CC1CN[C@@H](CO)COC